N-(4-chloro-2-((2,5-dichloropyrimidin-4-yl)amino)phenyl)-N-methylmethanesulfonamide ClC1=CC(=C(C=C1)N(S(=O)(=O)C)C)NC1=NC(=NC=C1Cl)Cl